(S)-6-Isopropyl-5-(8-methoxy-[1,2,4]triazolo[1,5-a]pyridin-6-yl)-1-(1-propylpiperidin-3-yl)-1,3-dihydro-2H-benzo[d]imidazol-2-on C(C)(C)C=1C(=CC2=C(N(C(N2)=O)[C@@H]2CN(CCC2)CCC)C1)C=1C=C(C=2N(C1)N=CN2)OC